C(C)(C)NCCCCOC1OCCCC1 N-isopropyl-4-(tetrahydro-2H-pyran-2-yloxy)N-butylamine